NC1=NC=CC=C1C1=NC=2C(=NC(=CC2)Br)N1C=1C=C2CC[C@@H](C2=CC1)NC(C1=C(C=C(C(=C1)C1OCCO1)OCC1=CC=CC=C1)F)=O (S)-N-(5-(2-(2-aminopyridin-3-yl)-5-bromo-3H-imidazo[4,5-b]pyridin-3-yl)-2,3-dihydro-1H-inden-1-yl)-4-(benzyloxy)-5-(1,3-dioxolan-2-yl)-2-fluorobenzamide